N(=O)SC[C@H](NC(CC[C@H](N)C(=O)O)=O)C(=O)NCC(=O)O S-nitroso-Glutathione